ClC=1C=C(C=C(C1)C)N1CC(CC1=O)(C(=O)NCC1=CC(=NC=C1)Cl)C 1-(3-chloro-5-methylphenyl)-N-[(2-chloropyridin-4-yl)methyl]-3-methyl-5-oxopyrrolidine-3-carboxamid